CC1=NC=C(C(=O)NCCN2CCCCC2)C=C1NC1=NN(C=2C=3N(N=CC21)C=C(C3)C=3C=NN(C3)C)C 6-methyl-5-((1-methyl-8-(1-methyl-1H-pyrazol-4-yl)-1H-pyrazolo[3,4-d]pyrrolo[1,2-b]pyridazin-3-yl)amino)-N-(2-(piperidin-1-yl)ethyl)nicotinamide